C(C1=CC=CC=C1)(=O)N1CCCCC1 1-benzoylpiperidin